(R)-N-(4-fluoro-2-methylphenyl)-7-nitro-N-(oxetan-2-ylmethyl)benzo[c][1,2,5]oxadiazol-4-amine FC1=CC(=C(C=C1)N(C1=CC=C(C2=NON=C21)[N+](=O)[O-])C[C@@H]2OCC2)C